(4,4-difluorocyclohexyl)methanamine hydrochloride Cl.FC1(CCC(CC1)CN)F